C(C)(C)(C)OC(=O)N[C@@H]1CN(CCC1)C1=C2C(=NC=C1NC(=O)C1=NC(=C(C=C1)F)C1=C(C=CC=C1F)F)C(CC2)OC(C)=O acetic acid 4-{(3S)-3-[(tert-butoxycarbonyl) amino] piperidin-1-yl}-3-({[6-(2,6-difluorophenyl)-5-fluoropyridin-2-yl] carbonyl} amino)-6,7-dihydro-5H-cyclopenta[b]pyridin-7-yl ester